N-propyl-N-[(3R)-pyrrolidin-3-yl]-1,3-thiazole-4-carboxamide C(CC)N(C(=O)C=1N=CSC1)[C@H]1CNCC1